CC(CCCCCC)N(C(C)=O)C(CCCCCC)C N,N-bis(1-methyl-heptyl)acetamide